6-amino-1,3-diisopropyl-1H-imidazo[4,5-b]pyridin-2(3H)-one NC=1C=C2C(=NC1)N(C(N2C(C)C)=O)C(C)C